3-(3-Chloro-5-methylphenyl)-N-methylcyclobutan-1-amine trifluoroacetate salt FC(C(=O)O)(F)F.ClC=1C=C(C=C(C1)C)C1CC(C1)NC